1-(5-(2-(2-(1H-imidazol-1-yl)ethoxy)phenyl)-1H-indazol-3-yl)-N,N-dimethylmethanamine N1(C=NC=C1)CCOC1=C(C=CC=C1)C=1C=C2C(=NNC2=CC1)CN(C)C